C1(CCCCC1)NC(=S)NC1CCCCC1 1,3-dicyclohexylthiourea